C(C)N1C2=C([C@@H]([C@@H](C1=O)NC(C1=CC(=CC=C1)C(F)(F)F)=O)C=1SC(=CC1)C)C(=NN2C2=CC=CC=C2)C N-[(4S,5S)-7-ethyl-3-methyl-4-(5-methylthiophen-2-yl)-6-oxo-1-phenyl-1H,4H,5H,6H,7H-pyrazolo[3,4-b]pyridin-5-yl]-3-(trifluoromethyl)benzamide